4,4-difluoropyrrolidin FC1(CCNC1)F